2-[6-(3,3-Difluoroprop-1-en-2-yl)-3-fluoro-2-(4-fluorophenyl)pyridin-4-yl]Propan-2-ol FC(C(=C)C1=CC(=C(C(=N1)C1=CC=C(C=C1)F)F)C(C)(C)O)F